ClC1=C(C=CC=C1OC)C(=O)N1C[C@H]2CO[C@@H](CN2CC1)C1=NC(=C(C=C1)Cl)C(F)(F)F (2-chloro-3-methoxyphenyl)((3S,9aS)-3-(5-chloro-6-(trifluoromethyl)pyridin-2-yl)hexahydropyrazino[2,1-c][1,4]oxazin-8(1H)-yl)methanone